4-(4-acryloyl-cis-3,5-dimethylpiperazin-1-yl)-7-(2-amino-6-fluorophenyl)-1-(4,6-diisopropylpyrimidin-5-yl)-6-fluoropyrido[2,3-d]pyrimidin-2(1H)-one C(C=C)(=O)N1[C@@H](CN(C[C@@H]1C)C=1C2=C(N(C(N1)=O)C=1C(=NC=NC1C(C)C)C(C)C)N=C(C(=C2)F)C2=C(C=CC=C2F)N)C